Beta-hydroxyethanol OCCO